4-((2-((3R,4R)-3-amino-4-fluoropiperidin-1-yl)-1H-benzo[d]imidazol-1-yl)methyl)benzonitrile N[C@@H]1CN(CC[C@H]1F)C1=NC2=C(N1CC1=CC=C(C#N)C=C1)C=CC=C2